N-(6-methoxy-1,3-benzothiazol-2-yl)-3-methylcyclohexane-1-carboxamide COC1=CC2=C(N=C(S2)NC(=O)C2CC(CCC2)C)C=C1